C1([C@H](O)[C@@H](O)[C@H](O)[C@H](O1)CO)OCC(O)CO 1-Glucosylglycerol